COC1=C(C(N(C2=CC=CC=C12)C)=O)C=1C=2N(C(=CC1)CCC(=O)O)C=CN2 3-(8-(4-methoxy-1-methyl-2-oxo-1,2-dihydroquinolin-3-yl)imidazo[1,2-a]pyridin-5-yl)propionic acid